CN(C1=CC=C(C(=O)OCC)C=C1)CCOCCOCCOCCOCCOCCOCC1=CC=CC=C1 ethyl 4-(methyl(1-phenyl-2,5,8,11,14,17-hexaoxanonadecan-19-yl)amino)benzoate